FC(C1=NC=C(C(=C1)C1=C(C(=O)NS(=O)(=O)CC2=CC=C(C=C2)[C@H](C)OC([2H])([2H])[2H])C=CC(=C1)C([2H])([2H])[2H])OC)F (S)-2-(2-(difluoromethyl)-5-methoxypyridin-4-yl)-N-((4-(1-(methoxy-d3)ethyl)benzyl)sulfonyl)-4-(methyl-d3)benzamide